1,3,4-pentanetricarboxylic acid C(CC(C(C)C(=O)O)C(=O)O)C(=O)O